(R)-(6-((3-(difluoromethoxy)phenyl)sulfonyl)-1-(4-fluorophenyl)-4,4a,5,6,7,8-hexahydro-1H-pyrazolo[3,4-g]isoquinolin-4a-yl)(pyridin-2-yl)methanone FC(OC=1C=C(C=CC1)S(=O)(=O)N1C[C@]2(CC3=C(C=C2CC1)N(N=C3)C3=CC=C(C=C3)F)C(=O)C3=NC=CC=C3)F